C12(OCC(C1)C2)COC2=C(C(=C(C=C2)NC=2C1=C(N=CN2)C=CC(=N1)N1[C@@H]2CN([C@H](C1)C2)C(C=C)=O)F)F 1-((1S,4S)-5-(4-((4-((2-oxabicyclo[2.1.1]hexan-1-yl)methoxy)-2,3-difluorophenyl)amino)pyrido[3,2-d]pyrimidin-6-yl)-2,5-diazabicyclo[2.2.1]heptan-2-yl)prop-2-en-1-one